C(C)(=O)N[C@H]1C[C@H](CCC1)C(=O)NC1=NC=C(C(=C1)C=1N2CC(CC2=C(C1)C#N)(C)C)F (1S,3R)-3-acetamido-N-(4-(7-cyano-2,2-dimethyl-2,3-dihydro-1H-pyrrolizin-5-yl)-5-fluoropyridin-2-yl)cyclohexane-1-carboxamide